Cl.C1=CC=CC=2C3=CC=CC=C3C(C12)COC(=O)N[C@H](C(=O)O)CC1=CC=C(C=C1)CN1CCOCC1 (S)-2-((((9H-fluoren-9-yl)methoxy)carbonyl)amino)-3-(4-(morpholinomethyl)phenyl)propanoic acid hydrochloride